3-[1-(2-di-tert-Butoxyphosphoryloxyethoxycarbonyl)-5-(4-fluorophenyl)-6-isopropyl-pyrazolo[4,3-g]Isoquinolin-8-yl]Oxocyclobutanecarboxylic acid C(C)(C)(C)OP(=O)(OC(C)(C)C)OCCOC(=O)N1N=CC=2C=C3C(=C(N=C(C3=CC21)C2C(C(C2)C(=O)O)=O)C(C)C)C2=CC=C(C=C2)F